2-bromo-4-methyl-thiophene-3-carboxylic acid BrC=1SC=C(C1C(=O)O)C